FC1(CCN(CC1)C(=O)C1=CC=2C3C(CN(C2N=C1)C1=CC(=C(C(=O)NC)C=C1)F)C3)F 4-(6-(4,4-difluoropiperidine-1-carbonyl)-1,1a,2,7b-tetrahydro-3H-cyclopropa[c][1,8]naphthyridin-3-yl)-2-fluoro-N-methylbenzamide